C1(CC1)COC1=C(C=C(C=C1)NC(=O)C1=CC(=NC=C1)C=1C=C(C(=NC1)C)C(=O)O)F 5-[4-[[4-(cyclopropylmethoxy)-3-fluoro-phenyl]carbamoyl]-2-pyridyl]-2-methyl-pyridine-3-carboxylic acid